5-methylene-3-methyl-2-oxazolidinone C=C1CN(C(O1)=O)C